ClC=1C(=NC(=NC1)NC1=C(C=C(C(=C1)C)CCNCCCCCC#CC1=C2C(N(C(C2=CC=C1)=O)C1C(NC(CC1)=O)=O)=O)OC)NC1=C(C(=O)NC)C=CC=C1 2-((5-chloro-2-((4-(2-((7-(2-(2,6-dioxopiperidin-3-yl)-1,3-dioxoisoindolin-4-yl)hept-6-yn-1-yl)amino)ethyl)-2-methoxy-5-methylphenyl)amino)pyrimidin-4-yl)amino)-N-methylbenzamide